4-((4-methoxy-5-(quinoxalin-6-yl)-7H-pyrrolo[2,3-d]pyrimidin-2-yl)amino)-1-methylcyclohexan-1-ol COC=1C2=C(N=C(N1)NC1CCC(CC1)(O)C)NC=C2C=2C=C1N=CC=NC1=CC2